NC1=NC=C(C=C1C1=CC=C(C=C1)C=1N(C=C(C(C1C(=O)N)=O)C=1SC(=CC1)C)CC1CCOCC1)C1=CC(=C(C=C1)OC)OC {4-[2-amino-5-(3,4-dimethoxyphenyl)pyridin-3-yl]phenyl}-5-(5-methylthiophene-2-yl)-4-oxo-1-(tetrahydro-2H-pyran-4-ylmethyl)-1,4-dihydropyridine-3-carboxamide